FC1=C(C(=O)C2=CC=C(C(=O)N[C@H]3[C@@H](CCCC3)NC(=O)C3=CC=NC=C3)C=C2)C(=CC=C1OC)OC N-[(1R,2R)-2-[4-(2-fluoro-3,6-dimethoxybenzoyl)benzamido]cyclohexyl]pyridine-4-carboxamide